2,4,4-trimethyladipic acid CC(C(=O)O)CC(CC(=O)O)(C)C